NC=1C(=NON1)N1N=NC(=C1C)C(=O)OCC=C prop-2-en-1-yl 1-(4-amino-1,2,5-oxadiazol-yl)-5-methyl-1H-1,2,3-triazole-4-carboxylate